6-bromo-4-(3,5-difluorophenoxy)isoquinoline BrC=1C=C2C(=CN=CC2=CC1)OC1=CC(=CC(=C1)F)F